NC1=C(C(=NC=N1)C=1C(=C(C=C(C1)F)NC(=O)C1=C(C2=C(C=C1)C1(CC1)CO2)F)C)OCCNC N-(3-(6-amino-5-(2-(methylamino)ethoxy)pyrimidin-4-yl)-5-fluoro-2-methylphenyl)-7-fluoro-2H-spiro[benzofuran-3,1'-cyclopropane]-6-carboxamide